FC1(C[C@@H](N(C1)C1=C(C(=NC=N1)NC[C@@H]1[C@H](CN(CC1)CC(=O)N)O)F)C1=CC=C(C=C1)C(F)(F)F)F |&1:14,15| 2-((3RS,4RS)-4-(((6-((R)-4,4-difluoro-2-(4-(trifluoromethyl)phenyl)pyrrolidin-1-yl)-5-fluoropyrimidin-4-yl)amino)methyl)-3-hydroxypiperidin-1-yl)acetamide